silicon-indium [In].[Si]